2-Chloro-N1,N3-diphenylbenzene-1,3-diamine ClC1=C(C=CC=C1NC1=CC=CC=C1)NC1=CC=CC=C1